4-ethylphenyl Isoselenocyanate C(C)C1=CC=C(C=C1)N=C=[Se]